FC(CN1CCN(CC1)C1=NC=CC(=C1)N)(F)F 2-(4-(2,2,2-trifluoroethyl)piperazin-1-yl)pyridin-4-amine